O=C1NC(CCC1N1C(C2=CC=C(C=C2C1)SCCCCCN1CCN(CC1)C1=CC=C(C(=O)N2CCC(CC2)CCCCNC(\C=C\C=2C=NC=CC2)=O)C=C1)=O)=O (E)-N-(4-(1-(4-(4-(5-((2-(2,6-dioxopiperidin-3-yl)-1-oxoisoindoline-5-yl)thio)pentyl)piperazin-1-yl)benzoyl)piperidin-4-yl)butyl)-3-(pyridin-3-yl)acrylamide